6-(3-((1,2,3,4-tetrahydroisoquinoline-2-carbonyl)oxy)prop-1-yn-1-yl)chromane C1N(CCC2=CC=CC=C12)C(=O)OCC#CC=1C=C2CCCOC2=CC1